N-[5-(2,3-difluorobenzyl)-6,6-dimethyl-1,4,5,6-tetrahydropyrrolo[3,4-c]pyrazol-3-yl]-4-bromobenzamide FC1=C(CN2C(C=3NN=C(C3C2)NC(C2=CC=C(C=C2)Br)=O)(C)C)C=CC=C1F